1-methyl-8-azaspiro[4.5]decan-1-amine CC1(CCCC12CCNCC2)N